2-(4-(3-(4-(8-Aminooctyl)phenyl)-2-methyl-5-phenylpyrazolo[1,5-a]pyrimidin-7-yl)piperazin-1-yl)ethanol NCCCCCCCCC1=CC=C(C=C1)C=1C(=NN2C1N=C(C=C2N2CCN(CC2)CCO)C2=CC=CC=C2)C